NC=1N=NC(=CC1N1C[C@@H]2CC[C@H](C1)N2C=2C=C(OC1CN(C1)C(=O)OC(C)(C)C)C=CC2)C2=C(C=CC=C2)O tert-butyl 3-[3-[(1S,5R)-3-[3-amino-6-(2-hydroxyphenyl)pyridazin-4-yl]-3,8-diazabicyclo[3.2.1]octan-8-yl]phenoxy]azetidine-1-carboxylate